(R)-N2-(cycloheptylmethyl)-N4-(1-cyclopropylethyl)quinazoline-2,4-diamine C1(CCCCCC1)CNC1=NC2=CC=CC=C2C(=N1)N[C@H](C)C1CC1